5-chloro-7-fluoro-8-(4-fluoro-2-methoxy-5-nitrophenoxymethyl)quinoline ClC1=C2C=CC=NC2=C(C(=C1)F)COC1=C(C=C(C(=C1)[N+](=O)[O-])F)OC